NC(CCCCCCC)(P(=O)(O)O)P(O)(O)=O 1-amino-1-phosphonooctylphosphonic acid